C[C@@H]1N(CCC2(OC3CCCCC3C3=C2SC=C3)C1)C(=O)OC(C)(C)C tert-butyl (2S)-2-methyl-5a',6',7',8',9',9a'-hexahydrospiro[piperidine-4,4'-thieno[2,3-c]chromene]-1-carboxylate